1-[5-ethylsulfonyl-6-[8-(2,2,3,3,3-penta-fluoropropoxy)imidazo[1,5-a]pyrazin-3-yl]-3-pyridyl]cyclopropane-carbonitrile C(C)S(=O)(=O)C=1C=C(C=NC1C1=NC=C2N1C=CN=C2OCC(C(F)(F)F)(F)F)C2(CC2)C#N